C(CCCCC)C1C(C2(C3=CC=CC=C13)NC1=C(OC2=O)C=CC=C1)C(C)=O 3'-hexyl-2'-acetyl-2',3'-dihydro-2H,4H-spiro[benzo[b][1,4]oxazin-3,1'-indene]-2-one